4-methylpyridazine-3-carboxamide CC1=C(N=NC=C1)C(=O)N